2-[5,6-difluoro-4-(methoxymethoxy)naphthalen-2-yl]-4,4,5,5-tetramethyl-1,3,2-dioxaborolane FC1=C2C(=CC(=CC2=CC=C1F)B1OC(C(O1)(C)C)(C)C)OCOC